CN1C=2N(CC[C@@H](C1=O)NC(=O)C1=C3N(N=N1)CC1(C3)CCCC1)N=CC2 (S)-N-(4-Methyl-5-oxo-5,6,7,8-tetrahydro-4H-pyrazolo[1,5-a][1,3]diazepin-6-yl)-4'H,6'H-spiro[cyclopentan-1,5'-pyrrolo[1,2-c][1,2,3]triazol]-3'-carboxamid